ClC1=C(C#N)C=C(C=C1)N1C=NC=C1 chloro-5-(1H-imidazol-1-yl)benzonitrile